4-((1R,2S)-2-((tert-butyldimethylsilyl) oxy)cyclopentyl)benzyl ((2-(2,6-dioxopiperidin-3-yl)-3-oxoisoindolin-5-yl)methyl)carbamate O=C1NC(CCC1N1CC2=CC=C(C=C2C1=O)CNC(OCC1=CC=C(C=C1)[C@@H]1[C@H](CCC1)O[Si](C)(C)C(C)(C)C)=O)=O